ClC1=NC(=NC(=C1)NN)N 4-chloro-6-hydrazino-pyrimidin-2-amine